N-methylmethan-d2-amine CNC([2H])[2H]